10-tert-butyl 13-ethyl 5-chloro-2,3,7,10-tetra-azatricyclo[7.4.0.02,6]-trideca-1(9),3,5,7-tetraene-10,13-dicarboxylate ClC=1C=NN2C=3C(CCN(C3C=NC12)C(=O)OC(C)(C)C)C(=O)OCC